C(C=C)N(CC=C)P(N1C(C1)C)(N(CC=C)CC=C)=O bis(diallylamino)(2-methyl-1-aziridinyl)phosphine oxide